Cl.FC(CNC)F 2,2-difluoro-N-methylethan-1-amine hydrochloride